2-[2-(5-fluoro-6-methyl-2-pyridyl)imidazo[1,2-a]pyridin-3-yl]-7-piperazin-1-yl-1,5-naphthyridine FC=1C=CC(=NC1C)C=1N=C2N(C=CC=C2)C1C1=NC2=CC(=CN=C2C=C1)N1CCNCC1